CS(=O)(=O)O.C(C)(C)(C)P(C1=C(C=CC=C1)C1=C(C=C(C=C1C(C)C)C(C)C)C(C)C)C(C)(C)C 2-di-tert-butylphosphino-2',4',6'-triisopropyl-1,1'-biphenyl methanesulfonate